C[C@H]1CN(C[C@H](O1)C)C=1OC2=C(C=C(C=C2C(C1)=O)C)[C@@H](C)NC1=C(C(=O)O)C=CC=C1 2-[[(1R)-1-[2-[(2S,6R)-2,6-Dimethylmorpholin-4-yl]-6-methyl-4-oxo-chromen-8-yl]ethyl]amino]benzoic Acid